NCC(NCC(NCC(NCC(NCC(=O)N[C@H]1CO[C@H]2[C@@H]1OC[C@@H]2NC(OC(C)(C)C)=O)=O)=O)=O)=O tert-butyl ((3S,3aR,6S,6aR)-6-(14-amino-4,7,10,13-tetraoxo-3,6,9,12-tetraazatetradecanamido)hexahydrofuro[3,2-b]furan-3-yl)carbamate